3-methyl-2-oxopyrrolidine-3-carboxylic acid benzyl ester C(C1=CC=CC=C1)OC(=O)C1(C(NCC1)=O)C